heptane-2,3-diimine CC(C(CCCC)=N)=N